ClC=1C=C2CCC[C@]3(C2=CC1)CN(C1=C(OC3)C=CC(=C1)CC(=O)O)CC1CCC1 (S)-2-(6'-CHLORO-5-(CYCLOBUTYLMETHYL)-3',4,4',5-TETRAHYDRO-2H,2'H-SPIRO[BENZO[B][1,4]OXAZEPINE-3,1'-NAPHTHALEN]-7-YL)ACETIC ACID